5-Chloro-3-iodo-1-(2,2,2-trifluoroethyl)-1H-pyrazolo[4,3-b]pyridine ClC1=CC=C2C(=N1)C(=NN2CC(F)(F)F)I